N-((6-(isoxazol-3-ylmethoxy)-5-(trifluoromethyl)-1H-indol-2-yl)methyl)pyrrolidine-1-carboxamide O1N=C(C=C1)COC1=C(C=C2C=C(NC2=C1)CNC(=O)N1CCCC1)C(F)(F)F